ClC=1C=C(C(=O)N[C@@H](C)C2=NC=NN2C2=NC=C(C=C2)S(=O)(=O)C(F)(F)F)C=C(C1)C(F)(F)F 3-chloro-5-(trifluoromethyl)-N-[(1S)-1-(1-{5-[(trifluoromethyl)sulfonyl]pyridin-2-yl}-1H-1,2,4-triazol-5-yl)ethyl]benzamide